CC(C)(C=C)N 1-methyl-1-vinyl-ethylazane